C(C)OC(CC(OC1=CC=C(C2=C1N=C(O2)N2CC1N(C(C2)C1)C(=O)OC(C)(C)C)C=1SC=CN1)(F)F)=O tert-Butyl 3-(4-(3-ethoxy-1,1-difluoro-3-oxopropoxy)-7-(thiazol-2-yl)benzo[d]oxazol-2-yl)-3,6-diazabicyclo[3.1.1]heptane-6-carboxylate